5-ethyl-2,3-pyridinedicarboxylic acid C(C)C=1C=C(C(=NC1)C(=O)O)C(=O)O